N-(7-chloro-6-(1-(3-methyltetrahydrofuran-3-yl)piperidin-4-yl)isoquinolin-3-yl)-3-oxabicyclo[3.1.0]hexane-6-carboxamide ClC1=C(C=C2C=C(N=CC2=C1)NC(=O)C1C2COCC12)C1CCN(CC1)C1(COCC1)C